di-chloro-[1,3-bis-(2,6-di-3-pentylphenyl)-imidazol-2-yliden](3-chloropyridyl)-palladium Cl[Pd](C1=NC=CC=C1Cl)(=C1N(C=CN1C1=C(C=CC=C1C(CC)CC)C(CC)CC)C1=C(C=CC=C1C(CC)CC)C(CC)CC)Cl